N-tert-butyloxycarbonyl-prolyl-isoleucine C(C)(C)(C)OC(=O)N1[C@@H](CCC1)C(=O)N[C@@H]([C@@H](C)CC)C(=O)O